1-[5-(5-fluoro-3-pyridinyl)-7-[2-(1H-indol-3-yl)ethylamino]Pyrazolo[1,5-a]Pyrimidin-3-yl]Ethanol FC=1C=C(C=NC1)C1=NC=2N(C(=C1)NCCC1=CNC3=CC=CC=C13)N=CC2C(C)O